(Z)-1-(2-chloro-4-(3-(4-(trifluoromethoxy)phenyl)-1H-1,2,4-triazol-1-yl)phenyl)-3-(3-(5-methyl-2-(2,2,2-trifluoro-1-methoxyethyl)phenyl)-4-oxothiazolidin-2-ylidene)urea ClC1=C(C=CC(=C1)N1N=C(N=C1)C1=CC=C(C=C1)OC(F)(F)F)NC(=O)\N=C\1/SCC(N1C1=C(C=CC(=C1)C)C(C(F)(F)F)OC)=O